N[C@H](C(=O)O)CNC1=CC=CC=C1 (S)-2-amino-3-(phenylamino)propanoic acid